1-(2-fluoro-4-methyl-5-(2-(methylthio)-8,9-dihydroimidazo[1',2':1,6]pyrido[2,3-d]pyrimidin-6-yl)phenyl)-3-(3,3,3-trifluoropropyl)urea FC1=C(C=C(C(=C1)C)C1=CC2=C(N=C(N=C2)SC)N2C1=NCC2)NC(=O)NCCC(F)(F)F